C(C)OC(C(=CC=CC(=CC=CC=C(C=CC=C(C=CC1=C(CCCC1(C)C)C)C)C)C)C)=O ethyl-2,6,11,15-tetramethyl-17-(2,6,6-trimethyl-1-cyclohexen-1-yl)-2,4,6,8,10,12,14,16-heptadecaoctaenoate